fluoro-1'-(2-methoxyethyl)-1'H-spiro[piperidine-4,2'-quinolin]-4'(3'H)-one FC1C2(N(C3=CC=CC=C3C1=O)CCOC)CCNCC2